C(C)C(CP([O-])([O-])=O)CCCC (2-ethylhexyl)(phosphonate)